ethylcyclopentadienyltris(ethylmethylamino)hafnium C(C)C1(C=CC=C1)[Hf](N(CC)C)(N(CC)C)N(C)CC